[Cl-].C(CC)[NH+]1CC(CC1)CCC 1,3-dipropylpyrrolidinium chloride